C(C)(C)(C)OC(=O)NCCOCCOC=1C=C(C=C(C1)N1CCOCC1)C1=NN(C2=CC=C(C=C12)C(=O)[O-])C1OCCCC1 3-[3-[2-[2-(tert-butoxycarbonylamino)ethoxy]ethoxy]-5-morpholino-phenyl]-1-tetrahydropyran-2-yl-indazole-5-carboxylate